7-((4-(2-methyl-6-(methylcarbamoyl)pyridin-3-yl)piperazin-1-yl)methyl)-6-chloropyrazolo[1,5-a]quinoxalin-4(5H)-one CC1=NC(=CC=C1N1CCN(CC1)CC=1C(=C2NC(C=3N(C2=CC1)N=CC3)=O)Cl)C(NC)=O